C(C)(C)(C)OC(=O)NC1CC(N(C1)C1=CC=C(C=C1)S(=O)(=O)N1CCN(CC1)C1=NC(=CC(=C1)C(C1=CC=C(C(=O)O)C=C1)(F)F)Cl)=O 4-[[2-[4-[4-[4-(tert-butoxycarbonylamino)-2-oxo-pyrrolidin-1-yl]phenyl]sulfonylpiperazin-1-yl]-6-chloro-4-pyridinyl]-difluoro-methyl]benzoic acid